C1(=CC=CC2=CC=CC=C12)C1=NC=CC=C1 2-(1-naphthalenyl)pyridine